2-Phenyl-5-(4,4,5,5-tetramethyl-1,3,2-dioxaborolan-2-yl)-pyrimidin C1(=CC=CC=C1)C1=NC=C(C=N1)B1OC(C(O1)(C)C)(C)C